(3R,7aS)-6-fluoro-3-phenyltetrahydro-3H,5H-pyrrolo[1,2-c]oxazol-5-one FC1C[C@@H]2N([C@H](OC2)C2=CC=CC=C2)C1=O